IC=1C=C(C=CC1OC)NC1=NC(=CC(=N1)NC)C 2-N-(3-iodo-4-methoxyphenyl)-4-N,6-dimethylpyrimidine-2,4-diamine